Isoquinoline-6(4H)-one mono-TFA salt OC(=O)C(F)(F)F.C=1N=CCC2=CC(C=CC12)=O